C(C1=CC=CC=C1)N1CC2(C(C2C1)C1=CC(=C(C=C1)C)OC(F)(F)F)C 3-Benzyl-1-methyl-6-(4-methyl-3-(trifluoromethoxy)phenyl)-3-azabicyclo[3.1.0]hexane